(1R,2R,5R)-5-((2-(tert-butylamino)-5-(2-hydroxypropan-2-yl)pyrimidin-4-yl)amino)-2-methylcyclohexan-1-ol C(C)(C)(C)NC1=NC=C(C(=N1)N[C@@H]1CC[C@H]([C@@H](C1)O)C)C(C)(C)O